C(CCCCCCCCCCCCCCCCC)(=O)CC(CN(C)C)C(CCCCCCCCCCCCCCCCC)=O 1,2-distearoyl-N,N-dimethyl-3-aminopropane